O(S(=O)(=O)C(F)(F)F)CC(C=C)(F)F 2,2-difluorobut-3-en-1-yl triflate